7-(Cyclohepten-1-yl)-4-(2-methylpent-2-en-3-yl)-3,4-dihydro-2H-chromene-2,5-diol C1(=CCCCCC1)C=1C=C(C=2C(CC(OC2C1)O)C(=C(C)C)CC)O